(2,3-difluoro-4-methyl-5-nitrophenyl)methanol FC1=C(C=C(C(=C1F)C)[N+](=O)[O-])CO